FC=1C=C(C=CC1)C[C@H](C(NC1=CC=C(C=C1)C1=CC=NC=C1)=O)NC(OC(C)(C)C)=O tert-Butyl (R)-(3-(3-fluorophenyl)-1-oxo-1-((4-(pyridin-4-yl)phenyl)amino)propan-2-yl)carbamate